[Mn].[Cr].[Fe] iron-chromium manganese